[5-(3-chloro-2-piperazin-1-yl-6-quinolyl)-2-(trifluoromethyl)phenyl]methanamine dihydrochloride Cl.Cl.ClC=1C(=NC2=CC=C(C=C2C1)C=1C=CC(=C(C1)CN)C(F)(F)F)N1CCNCC1